1,4,7,10,13,16-hexaazacyclooctadecane-1,4,7,10,13,16-hexaacetate N1(CCN(CCN(CCN(CCN(CCN(CC1)CC(=O)[O-])CC(=O)[O-])CC(=O)[O-])CC(=O)[O-])CC(=O)[O-])CC(=O)[O-]